5-((2-(3-(4-chlorophenoxy)azetidine-1-yl)-5,5-dioxido-7,8-dihydro-6H-thiopyrano[3,2-d]pyrimidin-4-yl)amino)-1-methylpyridin-2(1H)-one ClC1=CC=C(OC2CN(C2)C=2N=C(C3=C(N2)CCCS3(=O)=O)NC=3C=CC(N(C3)C)=O)C=C1